(Z)-7-((1R,2S,3R,4S)-4-(2-(2-aminoquinolin-7-yl)ethyl)-2,3-dihydroxycyclopentyl)-1,7-dihydro-4H-pyrrolo[2,3-d]pyrimidin-4-one O-methyl oxime CO\N=C/1\C2=C(NC=N1)N(C=C2)[C@H]2[C@@H]([C@@H]([C@H](C2)CCC2=CC=C1C=CC(=NC1=C2)N)O)O